C(C)(=O)O[C@H]1[C@@H](OC2=CC=CC=C2)O[C@@H]([C@@H]([C@@H]1N=[N+]=[N-])OC(C)=O)COC(C)=O Phenyl 2,4,6-tri-O-acetyl-3-azido-3-deoxy-α-D-galactopyranoside